2-(2-Methyl-5-((phenylamino)methyl)pyrimidin-4-yl)phenol CC1=NC=C(C(=N1)C1=C(C=CC=C1)O)CNC1=CC=CC=C1